BrC=1C=C2C(=CC1)C(N(C[C@]21[C@H](C1)C)CC(=O)NC1=NC=C(C=N1)F)=O 2-[(2's,4r)-6-bromo-2'-methyl-1-oxospiro[3H-isoquinoline-4,1'-cyclopropane]-2-yl]-N-(5-fluoropyrimidin-2-yl)acetamide